2-(9-((2-butyloctyl)oxy)-9-oxononyl)malonic acid C(CCC)C(COC(CCCCCCCCC(C(=O)O)C(=O)O)=O)CCCCCC